FC1=CC(=C(C=C1)NC1=C(C(=O)NC=2C(=NC(=CC2)OC)C)C=CN=C1)C 3-((4-fluoro-2-methylphenyl)-amino)-N-(6-methoxy-2-methylpyridin-3-yl)isonicotinamide